2-thiocyanatoethyl laurate C(CCCCCCCCCCC)(=O)OCCSC#N